BrC=1C=CC2=C(N=C(S2)C2CC(C2)C2CN(C2)C(=O)OC(C)(C)C)C1 tert-butyl 3-[3-(5-bromo-1,3-benzothiazol-2-yl)cyclobutyl]azetidine-1-carboxylate